4-(2-hydroxy-prop-2-yl)-N-((5-(1-(tetrahydro-2H-pyran-4-yl)-1H-pyrrolo[2,3-b]pyridin-4-yl)-2,3-dihydro-1H-inden-4-yl)carbamoyl)thiophene-2-sulfonamide Methyl-(Z)-octadec-11-enoate COC(CCCCCCCCC\C=C/CCCCCC)=O.OC(C)(C)C=1C=C(SC1)S(=O)(=O)NC(NC1=C2CCCC2=CC=C1C1=C2C(=NC=C1)N(C=C2)C2CCOCC2)=O